1-butyl-4-cyanatobenzene C(CCC)C1=CC=C(C=C1)OC#N